2-(6-fluoro-1-(2-fluorobenzyl)-1H-indazol-3-yl)-5-(phenyldiazenyl)pyrimidine-4,6-diamine FC1=CC=C2C(=NN(C2=C1)CC1=C(C=CC=C1)F)C1=NC(=C(C(=N1)N)N=NC1=CC=CC=C1)N